2-{[3-(2,5-dimethylphenyl)-8-methoxy-2-oxo-1-azaspiro[4.5]dec-3-en-4-yl]oxy}-N-[2-(2,6-dioxopiperidin-3-yl)-1,3-dioxoisoindol-4-yl]acetamide CC1=C(C=C(C=C1)C)C=1C(NC2(C1OCC(=O)NC1=C3C(N(C(C3=CC=C1)=O)C1C(NC(CC1)=O)=O)=O)CCC(CC2)OC)=O